C(C)(C)(C)OC(=O)N1[C@H](COCC1)CN1N=C2N(C(=NC(=C2C2=CC(=NC(=C2)C)C)C2=CC=CC=C2)N)C1=O (3S)-3-[[5-amino-8-(2,6-dimethyl-4-pyridinyl)-3-oxo-7-phenyl-[1,2,4]triazolo[4,3-c]pyrimidin-2-yl]methyl]morpholine-4-carboxylic acid tert-butyl ester